(3aR,5s,6aS)-2-(((2R)-7-oxabicyclo[2.2.1]heptan-2-yl)methyl)-N-(6-(2-methyl-2H-indazol-5-yl)-4-(trifluoromethyl)pyridazin-3-yl)octahydro-cyclopenta[c]pyrrol-5-amine C12[C@H](CC(CC1)O2)CN2C[C@@H]1[C@H](C2)CC(C1)NC=1N=NC(=CC1C(F)(F)F)C1=CC2=CN(N=C2C=C1)C